tryptyl peroxide N[C@@H](CC1=CNC2=CC=CC=C12)C(=O)OOC([C@@H](N)CC1=CNC2=CC=CC=C12)=O